antimony pentathiolate S1(SSSS1)C(=O)[O-].[Sb+3].S1(SSSS1)C(=O)[O-].S1(SSSS1)C(=O)[O-]